(7-(6-butyryl-4-methylpyridazin-3-yl)-2,6-naphthyridin-3-yl)cyclopropanecarboxamide C(CCC)(=O)C1=CC(=C(N=N1)C1=NC=C2C=C(N=CC2=C1)C1(CC1)C(=O)N)C